(S)-7-((1-Methylpyrrolidin-3-yl)oxy)-1,2,3,4-tetrahydroisoquinoline hydrochloride Cl.CN1C[C@H](CC1)OC1=CC=C2CCNCC2=C1